N-(trans-4-(difluoromethoxy)cyclohexyl)-5-(3-methylimidazo[1,2-a]pyrimidin-6-yl)pyrrolo[2,1-f][1,2,4]triazin-2-amine FC(O[C@@H]1CC[C@H](CC1)NC1=NN2C(C=N1)=C(C=C2)C=2C=NC=1N(C2)C(=CN1)C)F